C(=O)(OC(C)(C)C)N1CNC(C=C1)=O N-Bocpyrimidin-4(3H)-one